C(C=C)(=O)OCCC acryloyloxypropan